4-(6-((S)-1-(((R)-5-(3,5-difluorophenyl)-6,7-dihydro-5H-pyrrolo[1,2-a]imidazol-2-yl)amino)-1-oxopropan-2-yl)-6-azaspiro[2.5]octan-4-yl)pyridine 1-oxide FC=1C=C(C=C(C1)F)[C@H]1CCC=2N1C=C(N2)NC([C@H](C)N2CC(C1(CC1)CC2)C2=CC=[N+](C=C2)[O-])=O